Cl.NC/C(/CN1N=CN(C1=O)CC=1SC(=CC1)C#CC=1C=NN(C1)C)=C\F 2-[(2E)-2-(aminomethyl)-3-fluoroprop-2-en-1-yl]-4-(5-[(1-methyl-1H-pyrazol-4-yl)ethynyl]thiophen-2-ylmethyl)-2,4-dihydro-3H-1,2,4-triazol-3-one hydrochloride